5-[2-(tert-butoxy)-2-oxoethyl]-[1,2,4]triazolo[1,5-a]pyridin-8-yl 5-[({[(tert-butoxy)carbonyl]amino}methanimidoyl)amino]thiophene-2-carboxylate C(C)(C)(C)OC(=O)NC(=N)NC1=CC=C(S1)C(=O)OC=1C=2N(C(=CC1)CC(=O)OC(C)(C)C)N=CN2